(S)-1-(1-(4-chloro-3-fluorophenyl)-2-hydroxyethyl)-4-(2-(1-methyl-1H-pyrazol-5-ylamino)pyrimidin-4-yl)pyridin-2(1H)-one ClC1=C(C=C(C=C1)[C@@H](CO)N1C(C=C(C=C1)C1=NC(=NC=C1)NC1=CC=NN1C)=O)F